tert-butyl N-cyclopropanecarbonyl-N-[5-(ethanesulfonyl)-6-[7-methyl-3-(1,1,2,2,2-pentafluoroethyl)imidazo[4,5-c]pyridazin-6-yl]pyridin-3-yl]carbamate C1(CC1)C(=O)N(C(OC(C)(C)C)=O)C=1C=NC(=C(C1)S(=O)(=O)CC)C1=NC2=C(N=NC(=C2)C(C(F)(F)F)(F)F)N1C